ClC1=CC(=C2C(=N1)C1(OCC2)COCC1)OCCCN(C)C 3-((2'-Chloro-4,5,5',6'-teTrahydro-2H-Spiro[Furan-3,8'-Pyrano[3,4-b]Pyridin]-4'-yl)Oxy)-N,N-Dimethylpropylamine